2-((1-((4-chloro-1-methyl-1H-pyrazol-5-yl)methyl)-4,6-difluoro-3-oxoisoindolin-2-yl)methyl)-5-oxa-7-azaspiro[3.4]octan-6-one ClC=1C=NN(C1CC1N(C(C2=C(C=C(C=C12)F)F)=O)CC1CC2(C1)OC(NC2)=O)C